S(N)(OC[C@@H]1[C@H](C[C@@H](C1)NC1=NC=NC=C1C(=O)C=1SC(=C(C1)[C@H]1OCCC2=CC=C(C=C12)C#C)C)O)(=O)=O [(1R,2S,4R)-4-{[5-([4-[(1S)-7-Ethynyl-3,4-dihydro-1H-isochromen-1-yl]-5-methyl-2-thienyl]carbonyl)pyrimidin-4-yl]amino}-2-hydroxycyclopentyl]methyl sulfamate